BrCCCCC=CC(CCOCOCOCCC(C)C=CCCCCBr)C (3Z)-6-bromo-3-hexenylbutyloxymethyl ether